5-(4-methoxypyridin-3-yl)-7-methyl-1-(tetrahydro-2H-pyran-2-yl)-1H-pyrazolo[3,4-c]pyridine COC1=C(C=NC=C1)C=1C=C2C(=C(N1)C)N(N=C2)C2OCCCC2